CCCCCCC1=C(C=CC(=C1)Br)O n-hexyl-p-bromophenol